ClC=1C=NC(=NC1)CC(=O)OCC ethyl 2-(5-chloropyrimidin-2-yl)acetate